C(C)(=O)N1C[C@H](CC1)NC(NC=1C=C(C2=C(N=C(N=C2)NC2=CC=C(C=C2)N2CCN(CC2)C)N1)C#C[Si](C(C)C)(C(C)C)C(C)C)=O 3-[(3S)-1-acetylpyrrolidin-3-yl]-1-(2-{[4-(4-methylpiperazin-1-yl)phenyl]amino}-5-[2-(triisopropylsilyl)ethynyl]pyrido[2,3-d]pyrimidin-7-yl)urea